ClC1=C(C=CC=C1)C1=NOC=C1 3-(2-chlorophenyl)-isoxazole